[Ag].[Cu].[Cr] chromium-copper-silver